C(CCC(=O)OC1C(=O)NC(C1)=O)(=O)OC1C(=O)NC(C1)=O N'-(succinyldioxy)disuccinimide